ls-1,7-dibromoheptane BrCCCCCCCBr